O=S1(CCC(CC1)NC(C1=CN=C(C=C1)OCC=1C(=NOC1CC)C=1C=NC(=CC1)C)=O)=O N-(1,1-Dioxidotetrahydro-2H-thiopyran-4-yl)-6-((5-ethyl-3-(6-methylpyridin-3-yl)isoxazol-4-yl)methoxy)nicotinamid